7-fluoro-2H-phthalazin-1-one FC1=CC=C2C=NNC(C2=C1)=O